C1(CC(C(CC1)C(C)C)C(=O)N)C p-Menthancarboxamid